tert-butyl (R)-7-(5-((1-benzylpyrrolidin-3-yl)(tert-butoxycarbonyl)amino)pentyl)-3,4-dihydro-1,8-naphthyridine-1(2H)-carboxylate C(C1=CC=CC=C1)N1C[C@@H](CC1)N(CCCCCC1=CC=C2CCCN(C2=N1)C(=O)OC(C)(C)C)C(=O)OC(C)(C)C